pyridin-1-amine hydrochloride Cl.N1(CC=CC=C1)N